1-methyl-3-ethylcyclohex-1-ene CC1=CC(CCC1)CC